methyl 2,4-dichloropyridine-3-carboxylate ClC1=NC=CC(=C1C(=O)OC)Cl